2-phenyl-2,2-bis(3-carboxyphenyl)ethane C1(=CC=CC=C1)C(C)(C1=CC(=CC=C1)C(=O)O)C1=CC(=CC=C1)C(=O)O